8-(4-methoxy-3-methylphenyl)-1-(4-(piperazin-1-yl)-3-(trifluoromethyl)phenyl)-5-(2-(pyrrole-1-yl)ethyl)-1,5-dihydro-4H-[1,2,3]triazolo[4,5-c]quinolin-4-one COC1=C(C=C(C=C1)C1=CC=2C3=C(C(N(C2C=C1)CCN1C=CC=C1)=O)N=NN3C3=CC(=C(C=C3)N3CCNCC3)C(F)(F)F)C